[Mg+2].C(C1=CC(=O)NC(=O)N1)(=O)[O-].C(C1=CC(=O)NC(=O)N1)(=O)[O-] Orotic acid magnesium salt